C12(C=CC3=CC=CC(=C13)O)C=CC1=CC=CC(=C12)O 1,1'-spirobi[1H-indene]-7,7'-diol